1-(2-bromobenzoyl)-N-(4-(3-(5-fluoro-1H-indol-3-yl)ureido)phenyl)pyrrolidine-3-carboxamide BrC1=C(C(=O)N2CC(CC2)C(=O)NC2=CC=C(C=C2)NC(=O)NC2=CNC3=CC=C(C=C23)F)C=CC=C1